O1CCN(CC1)C(C(=O)N)=CC=1C=C2C=NN(C2=CC1)S(=O)(=O)CC[Si](C)(C)C (S)-2-morpholino-3-(1-((2-(trimethylsilyl)ethyl)sulfonyl)-1H-indazol-5-yl)acrylamide